ethyl 2-aminobenzothiazole-6-carboxylate NC=1SC2=C(N1)C=CC(=C2)C(=O)OCC